1-(4-(2-((1-cyclopropyl-1H-pyrazol-4-yl)amino)pyrimidin-4-yl)phenyl)imidazolidin-2-one C1(CC1)N1N=CC(=C1)NC1=NC=CC(=N1)C1=CC=C(C=C1)N1C(NCC1)=O